N1(CCC1)C1=CC=C(C=N1)C(=O)O 6-(azetidin-1-yl)pyridine-3-carboxylic acid